2,2'-isopropylidenedi(5-methylfuran) C(C)(C)(C=1OC(=CC1)C)C=1OC(=CC1)C